NC[C@@H](C(=O)OCC)NC(=O)OCC1=CC=CC=C1 ethyl (S)-3-amino-2-(((benzyloxy)carbonyl)amino)propanoate